8-azabicyclo[3.2.1]octane-8-carbonyl chloride C12CCCC(CC1)N2C(=O)Cl